CC1(O[C@H]2[C@@H](O1)C(C[C@@H]2CC2CN(C2)C(=O)OC(C)(C)C)OS(=O)(=O)C(F)(F)F)C tert-butyl 3-{[(3aR,4S,6aR)-2,2-dimethyl-6-(trifluoromethanesulfonyloxy)-tetrahydro-3aH-cyclopenta[d][1,3]dioxol-4-yl]methyl}azetidine-1-carboxylate